C1(CC1)C=1C(=NSC1C(=O)OCC)C=1COCC1 ethyl 4-cyclopropyl-3-(2,5-dihydrofuran-3-yl)-1,2-thiazole-5-carboxylate